1-(4-ethoxy-4-oxobutyl)-4-methyl-1H-pyrrole-3-carboxylic acid ethyl ester C(C)OC(=O)C1=CN(C=C1C)CCCC(=O)OCC